N1(N=NC2=C1C=CC=C2)O 1-benzotriazolol